(R)-3-((5-(1-(2,2-difluoroethyl)-1H-benzo[d][1,2,3]triazol-6-yl)-4-methoxypyrrolo[2,1-f][1,2,4]triazin-2-yl)amino)-1-methylpiperidin-2-one FC(CN1N=NC2=C1C=C(C=C2)C=2C=CN1N=C(N=C(C12)OC)N[C@H]1C(N(CCC1)C)=O)F